(S)-quinuclidin-3-yl (6-(4-fluorophenyl)-1,2,3,4-tetrahydronaphthalen-1-yl)carbamate FC1=CC=C(C=C1)C=1C=C2CCCC(C2=CC1)NC(O[C@@H]1CN2CCC1CC2)=O